C1(CCCC1)C1=NC(=C2C(=NC=NN21)N)I 7-cyclopentyl-5-iodoimidazo[5,1-f][1,2,4]Triazin-4-amine